N-(6-amino-2-fluoro-3-methylphenyl)-N-methylmethanesulfonamide NC1=CC=C(C(=C1N(S(=O)(=O)C)C)F)C